[acetoxy(phenyl)iodanyl]acetate C(C)(=O)OI(C1=CC=CC=C1)CC(=O)[O-]